2-[2-(chloromethyl)prop-2-en-1-yl]pyrrolidine-1,2-dicarboxylic acid 1-tert-butyl 2-methyl ester COC(=O)C1(N(CCC1)C(=O)OC(C)(C)C)CC(=C)CCl